C(C)(C)(C)OC(=O)N1C(=NC2=C1C=CC=C2)CC(=O)OC.BrC2=NC=C(C=C2)C(C(F)(F)F)CCBr 2-bromo-5-(4-bromo-1,1,1-trifluorobutan-2-yl)pyridine tert-Butyl-2-(2-methoxy-2-oxoethyl)-1H-1,3-benzodiazole-1-carboxylate